COC=1C=C(\C=N\NC(=O)C2=NC=CC(=N2)C2=CC=C(C=C2)OCCC)C=C(C1)OC (E)-N'-(3,5-dimethoxybenzylidene)-4-(4-propoxyphenyl)pyrimidine-2-carbohydrazide